ClC=1N=C(SC1C1CCCCC1)NC(=O)C1CC(C1)NC#N (1s,3s)-N-(4-chloro-5-cyclohexyl-1,3-thiazol-2-yl)-3-(cyanoamino)cyclobutane-1-carboxamide